C(C1=CC=CC=C1)C1=CC=C(C=C1)S p-benzylthiophenol